5-(2-fluoro-3-methoxyphenyl)-1-(2-fluoro-6-(trifluoromethyl)benzyl)-6-methylpyrimidine FC1=C(C=CC=C1OC)C=1C=NCN(C1C)CC1=C(C=CC=C1C(F)(F)F)F